(3-amino-1H-pyrazol-5-yl)-N-(2-fluorophenyl)acetamide methyl-(2S)-3-(benzyloxycarbonylamino)-2-(tert-butoxycarbonylamino)propanoate COC([C@H](CNC(=O)OCC1=CC=CC=C1)NC(=O)OC(C)(C)C)=O.NC1=NNC(=C1)CC(=O)NC1=C(C=CC=C1)F